N-(4-((4-([1,2,4]triazolo[1,5-a]pyridin-7-yloxy)-2-methoxy-5-methylphenyl)amino)-3-cyano-7-ethoxyquinolin-6-yl)-2-fluoro-3-(1-methylpyrrolidin-2-yl)acrylamide N=1C=NN2C1C=C(C=C2)OC2=CC(=C(C=C2C)NC2=C(C=NC1=CC(=C(C=C21)NC(C(=CC2N(CCC2)C)F)=O)OCC)C#N)OC